3-(4-(5-(difluoromethyl)-1,3,4-oxadiazol-2-yl)-2-fluorobenzyl)-1-(1-methylpiperidin-4-yl)-1,3-dihydro-2H-imidazo[4,5-b]pyridin-2-one FC(C1=NN=C(O1)C1=CC(=C(CN2C(N(C=3C2=NC=CC3)C3CCN(CC3)C)=O)C=C1)F)F